C(OCC(F)F)(OC)=O 2,2-difluoroethyl methyl carbonate